(R)-4-(6-chloro-5-(tetrahydro-2H-pyran-4-yl)pyridazin-3-yl)-3-methylmorpholine ClC1=C(C=C(N=N1)N1[C@@H](COCC1)C)C1CCOCC1